CS(=O)(=O)O[C@@H](C)C1=NN=CN1CC(F)(F)F [(1S)-1-[4-(2,2,2-Trifluoroethyl)-1,2,4-triazol-3-yl]ethyl] methanesulfonate